NC1=C(C(=NC=N1)N1CCC1)C1=CC(=C(C=C1)OC1=NC=CC(=N1)C)F 1-(6-Amino-5-(3-fluoro-4-((4-methylpyrimidin-2-yl)oxy)phenyl)pyrimidin-4-yl)azetidin